ClC=1C=C(C=CC1)C1=CC=C(C=C1)CC(C(=O)O)=O 3-[4-(3-chlorophenyl)phenyl]-2-oxo-propanoic acid